N,N'-dibenzylethylenediammonium C(C1=CC=CC=C1)[NH2+]CC[NH2+]CC1=CC=CC=C1